3-(4-((8-bromooctyl)thio)-1-Oxoisoindolin-2-yl)piperidine-2,6-dione BrCCCCCCCCSC1=C2CN(C(C2=CC=C1)=O)C1C(NC(CC1)=O)=O